C(C)[S@](=O)C=1C=C(C=NC1C1=NC2=C(N=NC(=C2)C(F)(F)F)N1C)C1(CC1)C#N 1-[5-[(S)-ethylsulfinyl]-6-[7-methyl-3-(trifluoromethyl)imidazo[4,5-c]pyridazin-6-yl]-3-pyridyl]cyclopropanecarbonitrile